4-chloro-5-[(3R)-3-[[4-(3,5-dimethyl-1H-pyrazol-4-yl)-2-pyridyl]oxy]pyrrolidin-1-yl]-2-tetrahydropyran-2-yl-pyridazin-3-one ClC=1C(N(N=CC1N1C[C@@H](CC1)OC1=NC=CC(=C1)C=1C(=NNC1C)C)C1OCCCC1)=O